2-(3-methyl-1H-pyrazol-4-yl)-N-[1-(pyridin-4-yl)ethyl]Pyrido[3,4-d]Pyrimidin-4-amine CC1=NNC=C1C=1N=C(C2=C(N1)C=NC=C2)NC(C)C2=CC=NC=C2